(3-{2-[2-(2-{[N2,N6-bis(3-{2-[2-(2-aminoethoxy)ethoxy]ethoxy}propanoyl)-L-lysyl]amino}ethoxy)ethoxy]ethoxy}propanoyl)-L-alpha-aspartyl-L-prolyl-L-valinate NCCOCCOCCOCCC(=O)N[C@@H](CCCCNC(CCOCCOCCOCCN)=O)C(=O)NCCOCCOCCOCCC(=O)N[C@@H](CC(O)=O)C(=O)N1[C@@H](CCC1)C(=O)N[C@@H](C(C)C)C(=O)[O-]